CC=1OCOC1C 4,5-dimethyl-1,3-dioxol